BrC1=CC(=C(N)C=C1C)F 4-bromo-2-fluoro-5-methylaniline